Cl.Cl.BrC=1C=NN2C1N=C1C(=C2NCC=2C=C(C#N)C=CC2)CCC12CCNCC2 3-(((3-bromo-6,7-dihydrospiro[cyclopenta[d]pyrazolo[1,5-a]pyrimidine-5,4'-piperidin]-8-yl)amino)Methyl)benzonitrile dihydrochloride